FC(C1=NN(C=C1)C1=NC(=NC(=N1)NC1=CC(=NC=C1)C(F)(F)F)N[C@@H](C(F)(F)F)C)(F)F (R)-6-(3-(trifluoromethyl)-1H-pyrazol-1-yl)-N2-(2-(trifluoromethyl)pyridin-4-yl)-N4-(1,1,1-trifluoropropan-2-yl)-1,3,5-triazine-2,4-diamine